FC=1C(=CC2=C(N=C(S2)NC2=NC3=C(N2C)C=CC(=C3)C(=O)O)C1)F 2-(5,6-Difluoro-benzothiazol-2-ylamino)-1-methyl-1H-benzoimidazole-5-carboxylic acid